3-((2-cyanoisoindolin-4-yl)amino)-N-methylisoquinoline-6-carboxamide C(#N)N1CC2=CC=CC(=C2C1)NC=1N=CC2=CC=C(C=C2C1)C(=O)NC